ClCCCCOC1=CC=CC(=N1)NC=1C=C2C(=CN=C(C2=CN1)NC)C=1OC2=C(N1)C=C(C=C2)CN(C(OC(C)(C)C)=O)C tert-butyl ((2-(6-((6-(4-chlorobutoxy)pyridin-2-yl)amino)-1-(methylamino)-2,7-naphthyridin-4-yl)benzo[d]oxazol-5-yl)methyl)(methyl)carbamate